C(#N)COC(C(CN)CC1=CC=C(C=C1)OC)=O 3-amino-2-(4-methoxybenzyl)propionic acid cyanomethyl ester